3-(ethylamino)propan-1-ol C(C)NCCCO